(S)-1-amino-1-oxo-3-((S)-2-oxopiperidin-3-yl)propan-2-yl-2-(4-methoxy-1H-indole-2-carbonyl)-2-azaspiro[4.5]decane-3-carboxamide NC(C(C[C@H]1C(NCCC1)=O)[C@@H]1N(C(CC12CCCCC2)C(=O)N)C(=O)C=2NC1=CC=CC(=C1C2)OC)=O